4-[2-[1-(4-aminophenyl)-4-piperidinyl]ethyl]piperidine-1-carboxylic acid tert-butyl ester C(C)(C)(C)OC(=O)N1CCC(CC1)CCC1CCN(CC1)C1=CC=C(C=C1)N